methyl 2-(4-(3,5-difluorophenyl)-6-oxo-3-(2,2,2-trifluoroethyl)pyridazin-1(6H)-yl)acetate FC=1C=C(C=C(C1)F)C=1C(=NN(C(C1)=O)CC(=O)OC)CC(F)(F)F